bis(triethoxysilylpropyl)N-methylamine C(C)O[Si](OCC)(OCC)CCCN(C)CCC[Si](OCC)(OCC)OCC